C1(CCCC1)OC=1C=C2SC=3C=CC(=CC3NC2=CC1)C(=O)NCC1=CC=C(C=C1)S(=O)(=O)CC 7-(Cyclopentyloxy)-N-(4-(ethylsulfonyl)benzyl)-10H-phenothiazine-2-carboxamide